2,2'-[1,4-phenylenebis(methyleneoxy[1,1'-binaphthalene]-2',2-diyloxy)]di(acetic acid) C1(=CC=C(C=C1)COC1=C(C2=CC=CC=C2C=C1)C1=C(C=CC2=CC=CC=C12)OCC(=O)O)COC1=C(C2=CC=CC=C2C=C1)C1=C(C=CC2=CC=CC=C12)OCC(=O)O